C(C)O\C(=C/OC1=CC=C(C=C1)CN1N=CC(=C1)CO)\C(F)(F)F 1-[[4-[[(1Z)-2-ethoxy-3,3,3-trifluoro-1-propen-1-yl]oxy]phenyl]methyl]-1H-pyrazole-4-methanol